5-amino-2-(dimethylamino)-N-(1-(3-(furan-2-yl)phenyl)ethyl)benzamide NC=1C=CC(=C(C(=O)NC(C)C2=CC(=CC=C2)C=2OC=CC2)C1)N(C)C